FC1=CC=C(C=C1)S(=O)(=O)N1CCC(CC1)C1=CN=C(S1)N 5-[1-(4-fluorobenzenesulfonyl)piperidin-4-yl]-1,3-thiazol-amine